FC=1C=C(C=CC1F)C1CNCCO1 2-(3,4-difluorophenyl)morpholine